C(CC1=CC=C(C=C1)O)C1=CC=C(C=C1)O 4,4'-(ethane-1,2-diyl)diphenol